FC1=CC(=NC=C1C#CC1=NC=CC=C1)NC(=O)N1CCCC2=CC=C(N=C12)C=O N-(4-fluoro-5-(pyridin-2-ylethynyl)pyridin-2-yl)-7-formyl-3,4-dihydro-1,8-naphthyridine-1(2H)-carboxamide